ClC=1C=C(C=C(C1)Cl)C1=CC=C(S1)CC(=O)NCCN1CCS(CC1)(=O)=O 2-(5-(3,5-Dichlorophenyl)thiophen-2-yl)-N-(2-(1,1-dioxidothiomorpholino)ethyl)acetamid